C(C)(C)C1CCC2=C(C=3N1C=C(C(C3)=O)C(=O)O)C=C(C(=C2)OC)OC 6-isopropyl-10,11-dimethoxy-2-oxo-2,6,7,8-tetrahydrobenzo[c]pyrido[1,2-a]azepine-3-carboxylic acid